(-)-3-[6-[3-(trifluoromethyl)pyrrolidin-1-yl]-3-pyridyl]Azetidine-1-carboxylic acid FC(C1CN(CC1)C1=CC=C(C=N1)C1CN(C1)C(=O)O)(F)F